2-amino-5-(1-(4-(oxetan-3-yl)piperazin-1-yl)-2,3-dihydro-1H-inden-5-yl)-N-(tetrahydro-2H-pyran-4-yl)nicotinamide NC1=C(C(=O)NC2CCOCC2)C=C(C=N1)C=1C=C2CCC(C2=CC1)N1CCN(CC1)C1COC1